(2-Amino-1-(3-chlorophenyl)ethyl)-1-(2-((3,3-difluorocyclobutyl)-amino)-5-methylpyrimidin-4-yl)-1H-imidazole-4-carboxamide hydrochloride salt Cl.NCC(C1=CC(=CC=C1)Cl)C=1N(C=C(N1)C(=O)N)C1=NC(=NC=C1C)NC1CC(C1)(F)F